3-[8-Amino-1-(4-phenoxy-phenyl)-imidazo[1,5-a]pyrazin-3-yl]-cyclohexanecarboxylic acid NC=1C=2N(C=CN1)C(=NC2C2=CC=C(C=C2)OC2=CC=CC=C2)C2CC(CCC2)C(=O)O